2-[(2,6-dichlorophenyl)amino]phenylacetic acid 2-pyrrolidinylmethyl ester hydrochloride Cl.N1C(CCC1)COC(CC1=C(C=CC=C1)NC1=C(C=CC=C1Cl)Cl)=O